ClC1=CC(=C(C=C1)C1OC2=C(C=CC=C2C(=C1)F)C1CCN(CC1)CC1=NC=2C(=NC(=CC2)C(=O)O)N1CC1(CC1)CC#N)F 2-((4-(2-(4-chloro-2-fluorophenyl)-4-fluoro-2H-chromen-8-yl)piperidin-1-yl)methyl)-3-((1-(cyanomethyl)cyclopropyl)methyl)-3H-imidazo[4,5-b]pyridine-5-carboxylic acid